C(C=CCC)OC(CCCC)=O pentanoic acid 2-penten-1-ylester